1,2,3-Trimethylbenzen CC1=C(C(=CC=C1)C)C